4-((3-amino-6-chloropyridazin-4-yl)amino)-1-((benzyloxy)carbonyl)piperidine-3-carboxylic acid NC=1N=NC(=CC1NC1C(CN(CC1)C(=O)OCC1=CC=CC=C1)C(=O)O)Cl